2'-(4,5-Dimethyl-1H-imidazol-2-yl)-5-[(2-methylpiperidin-1-yl)carbonyl]-3,4'-bipyridine trifluoroacetate salt FC(C(=O)O)(F)F.CC=1N=C(NC1C)C1=NC=CC(=C1)C=1C=NC=C(C1)C(=O)N1C(CCCC1)C